C1(CC1)C1=CC=C(C2=CC=CC=C12)NC=1C2=C(N=C(N1)S)SC=C2 4-((4-Cyclopropylnaphthalen-1-yl)amino)thieno[2,3-d]Pyrimidine-2-thiol